3-(4-(((4-methoxyphenethyl)(6-(trifluoromethyl)benzo[d]thiazol-2-yl)amino)methyl)phenyl)propiolic acid COC1=CC=C(CCN(C=2SC3=C(N2)C=CC(=C3)C(F)(F)F)CC3=CC=C(C=C3)C#CC(=O)O)C=C1